(S)-N-(2-(2-(2-(Cyclopropylamino)-2-oxoacetyl)pyrrolidin-1-yl)-2-oxoethyl)quinoline-4-carboxamide C1(CC1)NC(C(=O)[C@H]1N(CCC1)C(CNC(=O)C1=CC=NC2=CC=CC=C12)=O)=O